5-bromo-N-(2,4-dimethoxybenzyl)-2,4-difluoro-N-(thiazol-2-yl)benzenesulfonamide copper(III) periodate I(=O)(=O)(=O)[O-].[Cu+3].BrC=1C(=CC(=C(C1)S(=O)(=O)N(C=1SC=CN1)CC1=C(C=C(C=C1)OC)OC)F)F.I(=O)(=O)(=O)[O-].I(=O)(=O)(=O)[O-]